CN1N=C(C(=C1)C1=C2C(=NC=C1)N(C=C2)S(=O)(=O)C2=CC=CC=C2)C=2N=CSC2 4-(1-Methyl-4-(1-(phenylsulfonyl)-1H-pyrrolo[2,3-b]pyridin-4-yl)-1H-pyrazol-3-yl)thiazole